O=C1NC(=CC=C1C(=O)NC(C1=CC=C(C=C1)C)C1CCOCC1)C(F)(F)F 2-oxo-N-((tetrahydro-2H-pyran-4-yl)(p-tolyl)methyl)-6-(trifluoromethyl)-1,2-dihydropyridine-3-carboxamide